tert-butyl N-{[(9H-fluoren-9-yl)methoxy]carbonyl}-L-serinate C1=CC=CC=2C3=CC=CC=C3C(C12)COC(=O)N[C@@H](CO)C(=O)OC(C)(C)C